IC1=CC=NC=C1CSC 4-iodo-5-((methylthio)methyl)pyridine